methyl 2-methyl-4-(pyrazin-2-yl)benzoate CC1=C(C(=O)OC)C=CC(=C1)C1=NC=CN=C1